methyl (R)-7-(3-((tert-butoxycarbonyl)amino)-4-(2,4,5-trifluorophenyl)butanoyl)-3-(trifluoromethyl)-5,6,7,8-tetrahydroimidazo[1,5-a]pyrazine-1-carboxylate C(C)(C)(C)OC(=O)N[C@@H](CC(=O)N1CC=2N(CC1)C(=NC2C(=O)OC)C(F)(F)F)CC2=C(C=C(C(=C2)F)F)F